2,5-dimethyl-2,5-di(benzyl-peroxy)hexane CC(C)(CCC(C)(OOCC1=CC=CC=C1)C)OOCC1=CC=CC=C1